CC1=C(C=CC(=C1)CNC=1C2=C(N=C(N1)C1=NC=CC=C1)SC=C2C2=CC=CC=C2)S(=O)(=O)N 2-Methyl-4-(((5-phenyl-2-(pyridin-2-yl)thieno[2,3-d]pyrimidin-4-yl)amino)methyl)-benzenesulfonamide